Tert-butyl (S)-(1-(5-carbamoyl-4-((3,5-di-tert-butylphenyl)amino)pyrimidin-2-yl)piperidin-3-yl)carbamate C(N)(=O)C=1C(=NC(=NC1)N1C[C@H](CCC1)NC(OC(C)(C)C)=O)NC1=CC(=CC(=C1)C(C)(C)C)C(C)(C)C